FC(CNC1=C(C=CC=2CCNCCC21)Cl)(F)F 6-(2,2,2-trifluoroethylamino)-7-chloro-2,3,4,5-tetrahydro-1H-benzo[d]azepine